1,2-bis-ethylthioethane C(C)SCCSCC